NC1=CC(=C(C(=N1)C=1C(=C2C(=C(N=C(C2=CN1)N1CC2CCC(C1)N2C(=O)OC(C)(C)C)C)C)F)C(F)(F)F)C tert-butyl 3-[6-[6-amino-4-methyl-3-(trifluoromethyl)-2-pyridyl]-5-fluoro-3,4-dimethyl-2,7-naphthyridin-1-yl]-3,8-diazabicyclo[3.2.1]octane-8-carboxylate